Cl.N1CCC(CC1)N(C(OC)=O)CC(F)(F)F methyl piperidin-4-yl(2,2,2-trifluoroethyl)carbamate hydrochloride salt